NC1N=C2C(=N1)C=CC=C2 amino-2H-benzimidazole